C(C#C)OCC1OCCCC1 ((prop-2-yn-1-yloxy)methyl)tetrahydro-2H-pyran